C1(CC1)N1N=C(C(=C1)OC1=NC2=CC(=C(C=C2C=C1)NC=1C=NN(C1)C)OC)C1CCOCC1 ((1-cyclopropyl-3-(tetrahydro-2H-pyran-4-yl)-1H-pyrazol-4-yl)oxy)-7-methoxy-N-(1-methyl-1H-pyrazol-4-yl)quinolin-6-amine